C(CCC)OC1=CC=C(C=C1)C1=NC(=NC(=N1)C(Cl)(Cl)Cl)C(Cl)(Cl)Cl 2-(4-n-butoxyphenyl)-4,6-bis(trichloromethyl)s-triazine